butyldimethyl-(dimethylamino)silane C(CCC)[Si](N(C)C)(C)C